C1(CCC(CC)O1)=S gamma-thiocaprolactone